C(CCCCCCC\C=C/C\C=C/CCCCC)(=O)OCC(COC(CC12CC3CC(CC(C1)C3)C2)=O)COC(CCN2CCCCC2)=O 3-(2-((3r,5r,7r)-adamantan-1-yl)acetoxy)-2-(((3-(piperidin-1-yl)propanoyl)oxy)methyl)propyl (9Z,12Z)-octadeca-9,12-dienoate